Cl.FC1(C(C1)CN)F (2,2-difluoro-cyclopropyl)methylamine hydrochloride